((methylsulfinyl)methyl)-1H-imidazole-2-carboxylic acid ethyl ester C(C)OC(=O)C=1N(C=CN1)CS(=O)C